methyl 4-(3-(5-cyclopropyl-4,7-difluoro-3,3-dimethyl-2-oxoindolin-1-yl)-4-methyl-2-oxopyridin-1(2H)-yl)butanoate C1(CC1)C=1C(=C2C(C(N(C2=C(C1)F)C=1C(N(C=CC1C)CCCC(=O)OC)=O)=O)(C)C)F